CN(CC=CC=1C(=NC=C2C=CC(N(C12)C)=O)C)C 8-(3-(dimethylamino)prop-1-en-1-yl)-1,7-dimethyl-1,6-naphthyridin-2(1H)-one